(3-phenyl-1,2,4-oxadiazol-5-yl)methanol C1(=CC=CC=C1)C1=NOC(=N1)CO